O1CC=CC=2C(=CC3=C(C12)C=CC=C3)O 2H-benzo[H]Chromen-5-ol